N-[[(3R)-1-[6-(2,4-dichloro-6-hydroxy-phenyl)pyridazin-3-yl]-3-piperidyl]methyl]acetamide ClC1=C(C(=CC(=C1)Cl)O)C1=CC=C(N=N1)N1C[C@H](CCC1)CNC(C)=O